CC1(C2=CC=CC=C2C=2C=CC(=CC12)C=1C=C(C=CC1)C=1C=C(C=CC1)C1=CC(=CC=C1)C1=NC(=NC(=N1)C1=CC=CC=C1)C1=CC=CC=C1)C 2-(3''-(9,9-dimethyl-9H-fluoren-2-yl)-[1,1':3',1''-terphenyl]-3-yl)-4,6-diphenyl-1,3,5-triazine